C1(CC1)NC(NC1=CC=C(C=C1)C=1C2=C(N=C(N1)NC(=O)C1CC1)NC=C2)=O N-(4-(4-(3-cyclopropylureido)phenyl)-7H-pyrrolo[2,3-d]pyrimidin-2-yl)cyclopropylcarboxamide